NCCOCCOCCOCCOCCOCCOCCOCCOCC(N[C@H](C(N[C@H](C(=O)N)C)=O)C(C)C)=O (2S,5S)-32-amino-5-isopropyl-2-methyl-4,7-dioxo-9,12,15,18,21,24,27,30-octaoxa-3,6-diazadotriacontanamide